3-bromo-7-(4-(tert-butyl)naphthalen-2-yl)-2-(3,3-dimethylbut-1-yn-1-yl)thieno[2,3-c]Pyridine BrC1=C(SC2=C(N=CC=C21)C2=CC1=CC=CC=C1C(=C2)C(C)(C)C)C#CC(C)(C)C